(2S)-2-[(tert-butoxycarbonyl)amino]-3-(2H3)methoxy(2-2H)propanoic acid C(C)(C)(C)OC(=O)N[C@](C(=O)O)(COC([2H])([2H])[2H])[2H]